4-[1-(4-amino-3-methyl-1H-pyrazolo[3,4-d]pyrimidin-1-yl)ethyl]-6-chloro-2-(1-cyclobutylazetidin-3-yl)-3-ethoxybenzonitrile NC1=C2C(=NC=N1)N(N=C2C)C(C)C2=C(C(=C(C#N)C(=C2)Cl)C2CN(C2)C2CCC2)OCC